S-Adenosyl-L-methionine Disulfate Tosylate S(=O)(=O)([O-])C1=CC=C(C)C=C1.S(=O)(=O)([O-])OS(=O)(=O)[O-].[C@@H]1([C@H](O)[C@H](O)[C@@H](C[S+](CC[C@H](N)C(=O)O)C)O1)N1C=NC=2C(N)=NC=NC12.[C@@H]1([C@H](O)[C@H](O)[C@@H](C[S+](CC[C@H](N)C(=O)O)C)O1)N1C=NC=2C(N)=NC=NC12.[C@@H]1([C@H](O)[C@H](O)[C@@H](C[S+](CC[C@H](N)C(=O)O)C)O1)N1C=NC=2C(N)=NC=NC12